1-(2,2-bis(1H-indol-3-yl)ethyl)-3-phenylthiourea N1C=C(C2=CC=CC=C12)C(CNC(=S)NC1=CC=CC=C1)C1=CNC2=CC=CC=C12